ClC1=C(C=C(OC[C@H]2OC2)C=C1)F (S)-2-((4-chloro-3-fluorophenoxy)methyl)oxirane